N[C@H](C)C1=CC=C2C(=N1)N(C(=C2)C2=NC1=C(N2C)C(=CC(=C1)C(=O)OC(C)C)OC)CC1CC1 isopropyl (R)-2-(6-(1-aminoethyl)-1-(cyclopropylmethyl)-1H-pyrrolo[2,3-b]pyridin-2-yl)-7-methoxy-1-methyl-1H-benzo[d]imidazole-5-carboxylate